(28R,29R)-perfluorophenyl 28,29-bis(((benzyloxy) carbonyl) amino)-27,30-dioxo-2,5,8,11,14,17,20,23-octaoxa-26,31-diazapentatriacontan-35-oate C(C1=CC=CC=C1)OC(=O)N[C@@H](C(NCCOCCOCCOCCOCCOCCOCCOCCOC)=O)[C@H](C(NCCCC(=O)OC1=C(C(=C(C(=C1F)F)F)F)F)=O)NC(=O)OCC1=CC=CC=C1